N-(2-(4-(2-chloro-5-methylphenoxy)piperidin-1-yl)-5-cyanopyridin-3-yl)pyridinecarboxamide ClC1=C(OC2CCN(CC2)C2=NC=C(C=C2NC(=O)C2=NC=CC=C2)C#N)C=C(C=C1)C